ClC1=C(C=C(C(=C1)F)N1C(N(C(=CC1=O)C(F)(F)F)C)=O)\C=N\OC(C(=O)OC)C methyl 2-[(E)-[2-chloro-4-fluoro-5-[3-methyl-2,6-dioxo-4-(trifluoromethyl)pyrimidin-1-yl]phenyl] methyleneamino]oxypropanoate